(S)-1-((2-chloro-6-(7-fluoroquinolin-4-yl)pyridin-3-yl)oxy)-2,4-dimethylpentan-2-amine ClC1=NC(=CC=C1OC[C@](CC(C)C)(N)C)C1=CC=NC2=CC(=CC=C12)F